9-(Naphthalen-1-yl)-10-(Naphthalen-2-yl)anthracene C1(=CC=CC2=CC=CC=C12)C=1C2=CC=CC=C2C(=C2C=CC=CC12)C1=CC2=CC=CC=C2C=C1